6-(1-hydroxy-1-methyl-ethyl)tetrahydropyran-2-ol OC(C)(C)C1CCCC(O1)O